(S)-2-(1-(2-methyl-6-(1-methyl-5-((2-oxo-5-(trifluoromethyl)pyridin-1(2H)-yl)methyl)-1H-1,2,3-triazol-4-yl)pyridin-3-yl)-5,5-difluoropyridin-3-yl)acrylic acid CC1=NC(=CC=C1N1CC(=CC(C1)(F)F)C(C(=O)O)=C)C=1N=NN(C1CN1C(C=CC(=C1)C(F)(F)F)=O)C